8-(1-hydroxyethyl)-3,6-dimethyl-2-(2-methylindol-5-yl)-chromen-4-one OC(C)C=1C=C(C=C2C(C(=C(OC12)C=1C=C2C=C(NC2=CC1)C)C)=O)C